S1C=NC=C1.[P] phosphorus thiazole